5-((2R,6R)-4-(4-bromobenzoyl)-6-(hydroxymethyl)piperazin-2-yl)-4-methylisobenzofuran-1(3H)-one BrC1=CC=C(C(=O)N2C[C@H](N[C@H](C2)CO)C=2C(=C3COC(C3=CC2)=O)C)C=C1